(S)-2-(3-cyanopyrrolidin-1-yl)-N-(2-sulfamoylpyridin-4-yl)-5-(trifluoromethyl)-nicotinamide C(#N)[C@@H]1CN(CC1)C1=C(C(=O)NC2=CC(=NC=C2)S(N)(=O)=O)C=C(C=N1)C(F)(F)F